2-chloro-4-(3-nitrophenoxy)-5-[4-(trifluoromethyl)phenyl]pyridine ClC1=NC=C(C(=C1)OC1=CC(=CC=C1)[N+](=O)[O-])C1=CC=C(C=C1)C(F)(F)F